NC1=NC=CC(=C1Cl)SC1=CN=C(C(=N1)C(=O)N)N1CCC2(CC1)[C@@H](C1=CC(=CC=C1C2)OC)N (S)-6-((2-amino-3-chloropyridin-4-yl)thio)-3-(1-amino-6-methoxy-1,3-dihydrospiro[inden-2,4'-piperidin]-1'-yl)pyrazine-2-carboxamide